(R)-4-(2-chloro-7-((4-methylpiperazin-1-yl)methyl)thieno[3,2-d]pyrimidin-4-yl)-3-Methylmorpholine ClC=1N=C(C2=C(N1)C(=CS2)CN2CCN(CC2)C)N2[C@@H](COCC2)C